ClC(C(Cl)Cl)Cl D-1,1,2,2-tetrachloroethane